N1C(C(NCC1)C(=O)O)C(=O)O piperazine-2,3-dicarboxylic acid